tert-butyl 2-(4-bromophenyl)-3-thioxo-1,4,8-triazaspiro[4.5]dec-1-ene-8-carboxylate BrC1=CC=C(C=C1)C1=NC2(NC1=S)CCN(CC2)C(=O)OC(C)(C)C